nitric acid, vinylamide C(=C)N[N+](=O)[O-]